C(#N)CNC(=O)C=1N=CC(=NC1)N1N=CN=C1[C@H](C)NC(OC(C)(C)C)=O tert-butyl N-[(1S)-1-[2-[5-(cyanomethylcarbamoyl)pyrazin-2-yl]-1,2,4-triazol-3-yl]ethyl]carbamate